3-(difluoromethoxy)-4-(3-methyl-1,2,4-triazol-1-yl)aniline FC(OC=1C=C(N)C=CC1N1N=C(N=C1)C)F